(R)-4-phenyl-2-(quinolin-2-yl)-4,5-dihydro-oxazol C1(=CC=CC=C1)[C@H]1N=C(OC1)C1=NC2=CC=CC=C2C=C1